NC=1N=C(N(C(C1SC=1C(=NC=CC1)C(F)(F)F)=O)C)N1CCC2(CC1)OC1=C([C@H]2N[S@](=O)C(C)(C)C)C=CC=C1 (R)-N-((R)-1'-(4-amino-1-methyl-6-oxo-5-((2-(trifluoromethyl)pyridin-3-yl)sulfanyl)-1,6-dihydropyrimidin-2-yl)-3H-spiro[benzofuran-2,4'-piperidin]-3-yl)-2-methylpropane-2-sulfinamide